O(C1=CC=CC=C1)C1=CC=C(C=C1)C1=CC(=CN2C1=NS(CC2)(=O)=O)C(F)(F)F 9-(4-phenoxyphenyl)-7-(trifluoromethyl)-3,4-dihydropyrido[2,1-c][1,2,4]thiadiazine 2,2-dioxide